The molecule is a monocarboxylic acid that is toluene in which one of the hydrogens of the methyl group has been replaced by a carboxy group. It has a role as a toxin, a human metabolite, an Escherichia coli metabolite, a plant metabolite, a Saccharomyces cerevisiae metabolite, an EC 6.4.1.1 (pyruvate carboxylase) inhibitor, an Aspergillus metabolite, a plant growth retardant, an allergen and an auxin. It is a monocarboxylic acid, a member of benzenes and a member of phenylacetic acids. It derives from an acetic acid. It is a conjugate acid of a phenylacetate. C1=CC=C(C=C1)CC(=O)O